ClC1=CC=C(C=C1)C1=N[C@H](C=2N(C3=C1C(=C(S3)C)C)C(=NN2)C)CC(=O)NCCCCCNC(COC2=CC=C(C=C2)C2C(NC(CC2)=O)=O)=O 2-((S)-4-(4-Chlorophenyl)-2,3,9-trimethyl-6H-thieno[3,2-f][1,2,4]triazolo[4,3-a][1,4]diazepin-6-yl)-N-(5-(2-(4-(2,6-dioxopiperidin-3-yl)phenoxy)acetamido)pentyl)acetamide